4-(3-(2,6-difluoro-3-(propyl-sulfonamido)benzoyl)-1H-pyrazolo[3,4-b]pyridin-5-yl)benzene-sulfonamide FC1=C(C(=O)C2=NNC3=NC=C(C=C32)C3=CC=C(C=C3)S(=O)(=O)N)C(=CC=C1NS(=O)(=O)CCC)F